2,2-dimethyl-7-propan-2-yloxy-3H-1-benzofuran CC1(OC2=C(C1)C=CC=C2OC(C)C)C